2-(4-nitrophenyl)-N-(1,10-phenanthroline-5-yl)glyoxylamide iridium (III) [Ir+3].[N+](=O)([O-])C1=CC=C(C=C1)C(C(=O)NC1=C2C=CC=NC2=C2N=CC=CC2=C1)=O